Dimethyl 2-(1-(2-cyclopropyl-1H-pyrrol-1-yl)cyclohexane-1-carbonyl)malonate C1(CC1)C=1N(C=CC1)C1(CCCCC1)C(=O)C(C(=O)OC)C(=O)OC